6,7,8,9-tetrahydropyrido[3,4-e][1,2,4]triazolo[1,5-a]pyrimidin-5(4H)-one N1=CN=C2N1C1=C(C(N2)=O)CNCC1